FC=1C=CC(=C(C1)CC(=O)OC(C)(C)C)NC(C1=CC(=C(C=C1)N1CCCCC1)NC(=O)C1=NN(C2=CC=CC=C12)CC#C)=O tert-butyl 2-(5-fluoro-2-(4-(piperidin-1-yl)-3-(1-(prop-2-yn-1-yl)-1H-indazole-3-carboxamido) benzamido) phenyl)acetate